2-(5-(3-(dimethylamino)propyl)-2-oxo-4-(trifluoromethyl)pyridin-1(2H)-yl)-4,4-dimethylpentanoic acid CN(CCCC=1C(=CC(N(C1)C(C(=O)O)CC(C)(C)C)=O)C(F)(F)F)C